[NH4+].C1(=CC=CC=C1)OP(=O)(OC1=CC=CC=C1)[O-] diphenylphosphate ammonium salt